CS(=O)(=O)CC1OS(OC1)(=O)=O 4-methylsulfonylmethyl-2,2-dioxo-1,3-dioxathiolane